tert-butyl (2-((2-((1S,5S)-6-(4-ethoxyphenyl)-9,9-dimethyl-3,6-diazabicyclo[3.2.2]nonan-3-yl)-2-oxoethyl)amino)-2-iminoethyl)carbamate C(C)OC1=CC=C(C=C1)N1[C@@H]2CN(C[C@H](C1)CC2(C)C)C(CNC(CNC(OC(C)(C)C)=O)=N)=O